4-cyanopyrrolidine-1-carboxylic acid tert-butyl ester C(C)(C)(C)OC(=O)N1CCC(C1)C#N